O1C=NC2=C1C=CC(=C2)NC(C2=CC(=CC=C2)N2N=C(C(=C2C)Cl)C)=O N-(1,3-Benzoxazol-5-yl)-3-(4-chloro-3,5-dimethyl-pyrazol-1-yl)benzamide